(1-((S)-1-((S)-2,3-dihydroxypropyl)piperidin-3-yl)-5-methyl-1H-pyrazol-4-yl)-4-((R)-1-(5-fluoropyridin-2-yl)ethoxy)pyrazolo[1,5-a]pyridine-3-carbonitrile O[C@@H](CN1C[C@H](CCC1)N1N=CC(=C1C)C1=NN2C(C(=CC=C2)O[C@H](C)C2=NC=C(C=C2)F)=C1C#N)CO